FC1=C(C=C(C=C1)N1N=CN=C1C=1C=C(C2=C(NC=N2)C1)C)OC 6-[2-(4-fluoro-3-methoxy-phenyl)-1,2,4-triazol-3-yl]-4-methyl-1H-benzimidazole